3-acryloyloxypropyloxytrimethoxysilane C(C=C)(=O)OCCCO[Si](OC)(OC)OC